FC(C1=NC(=NN1C)C=1C=C2CCC3(CNCC3)NC2=NC1C)F 6-[5-(difluoromethyl)-1-methyl-1H-1,2,4-triazol-3-yl]-7-methyl-3,4-dihydro-1H-spiro[1,8-naphthyridine-2,3'-pyrrolidine]